(E)-Dimethyl pent-2-enedioate C(\C=C\CC(=O)OC)(=O)OC